N5-(8-(4-(2-morpholinoethoxy)pyridin-2-yl)pyrido[3,4-d]pyrimidin-2-yl)pyridine-2,5-diamine O1CCN(CC1)CCOC1=CC(=NC=C1)C1=NC=CC2=C1N=C(N=C2)NC=2C=CC(=NC2)N